4-nitrocatechol sulfate S(=O)(=O)(O)O.[N+](=O)([O-])C=1C=C(C(O)=CC1)O